CC1CCS(CC1)(=O)=O 4-methyl-1,1-dioxidotetrahydro-2H-thiopyran